benzyl ((7-bromo-5-cyclopropyl-1-((2-(trimethylsilyl)ethoxy)methyl)-1H-benzo[d]imidazol-2-yl)methyl)(methyl)carbamate BrC1=CC(=CC2=C1N(C(=N2)CN(C(OCC2=CC=CC=C2)=O)C)COCC[Si](C)(C)C)C2CC2